1-(9Z-tetradecenoyl)-2-docosanoyl-glycero-3-phospho-(1'-sn-glycerol) CCCCCCCCCCCCCCCCCCCCCC(=O)O[C@H](COC(=O)CCCCCCC/C=C\CCCC)COP(=O)(O)OC[C@H](CO)O